ClC(C)C=1C=C2NC(C=3N(C2=CC1)N=CC3C)=O 7-(1-chloroethyl)-3-methylpyrazolo[1,5-a]quinoxalin-4(5H)-one